(R)-N-(5-chloro-2-(4-hydroxyazepan-1-yl)phenyl)-5-(tetrahydro-2H-pyran-4-yl)furan-2-carboxamide ClC=1C=CC(=C(C1)NC(=O)C=1OC(=CC1)C1CCOCC1)N1CC[C@@H](CCC1)O